3-(2,5-Dimethylpyrrolidin-1-yl)-5-iodo-1,4-dimethyl-pyrazole CC1N(C(CC1)C)C1=NN(C(=C1C)I)C